2-benzyl-4-(3-(2,4-difluoro-3-(methoxymethoxy)-5-(trifluoromethyl)phenyl)-1-methyl-1H-pyrazolo[3,4-d]pyrimidin-6-yl)morpholine C(C1=CC=CC=C1)C1CN(CCO1)C1=NC=C2C(=N1)N(N=C2C2=C(C(=C(C(=C2)C(F)(F)F)F)OCOC)F)C